2-Hydroxy-4-methoxy-benzoic acid 3-(2-dimethylaminomethyl-1-hydroxy-cyclohexyl)-phenylester CN(C)CC1C(CCCC1)(O)C=1C=C(C=CC1)OC(C1=C(C=C(C=C1)OC)O)=O